N1(N=NC2=C1C=CC=C2)[C@H](C(=O)[C@H]2CC[C@H]1[C@@H]3CC[C@@H]4C[C@](CC[C@@]4([C@H]3CC[C@]21C)C)(C)O)C (S)-2-(1H-benzo[d][1,2,3]triazol-1-yl)-1-((3R,5R,8R,9S,10S,13S,14S,17S)-3-hydroxy-3,10,13-trimethylhexadecahydro-1H-cyclopenta[a]phenanthren-17-yl)propan-1-one